ClC1=CC=C(C(=N1)C(=O)NS(=O)(=O)C)N[C@H](C)C=1C=C(C=C2C(N(C(=NC12)N1CCC(CC1)C1=C(C=NN1C)F)C)=O)C (R)-6-chloro-3-((1-(2-(4-(4-fluoro-1-methyl-1H-pyrazol-5-yl)piperidin-1-yl)-3,6-dimethyl-4-oxo-3,4-dihydroquinazolin-8-yl)ethyl)amino)-N-(methylsulfonyl)picolinamide